FC1=C(C(=C(C(=C1[B-](C1=C(C(=C(C(=C1F)F)F)F)F)(C1=C(C(=C(C(=C1F)F)F)F)F)C1=C(C(=C(C(=C1F)F)F)F)F)F)F)F)F.C1(=CC=CC=C1)[I+]C1=CC=CC=C1 Diphenyliodonium Tetrakis(pentafluorophenyl)borate